NC=1C=2N(C=CN1)C(=NC2C2=C(C=C(C(=C2)F)C(NC2=NC=CC(=C2)C(F)(F)F)=O)OCC)C21CCC(CC2)(CC1)C(=O)O 4-[8-amino-1-(2-ethoxy-5-fluoro-4-{[4-(trifluoromethyl)pyridin-2-yl]carbamoyl}phenyl)imidazo[1,5-a]pyrazin-3-yl]bicyclo[2.2.2]octane-1-carboxylic acid